C1(CC1)CN1[C@H]2[C@@]3(CC[C@H]([C@H]4[C@@]3(C=3C(=C(C=CC3C2)O)O4)CC1)NC(CCC1=CNC4=CC=CC=C14)=O)O 17-Cyclopropylmethyl-3,14β-dihydroxy-4,5α-epoxy-6β-[3-(indol-3-yl)propanamido]morphinan